3,6-di-tert-butyl-9-(3,5-di(1H-imidazol-1-yl)phenyl)-9H-carbazole C(C)(C)(C)C=1C=CC=2N(C3=CC=C(C=C3C2C1)C(C)(C)C)C1=CC(=CC(=C1)N1C=NC=C1)N1C=NC=C1